1-methylpiperidine-4-yl-magnesium chloride CN1CCC(CC1)[Mg]Cl